Cl[C@@H](C)OC(=O)C=1C=CC2=C(N(C=N2)C[C@H]2OCC2)C1 (S)-(1-chloroethyl)-1-(((S)-oxetan-2-yl)methyl)-1H-benzo[d]imidazol-6-carboxylate